C(C1=CC=CC=C1)(=O)C=1C=C(C=CC1)C(C(=O)N(C)CC(CN1C=NC=C1)(O)C1=CC=C(C=C1)F)C 2-(3-benzoylphenyl)-N-(2-(4-fluorophenyl)-2-hydroxy-3-(1H-imidazol-1-yl)propyl)-N-methylpropanamide